BrC=1C=C(CN2N=C3C(=C2)CN(C3)C(=O)O)C=CC1F 2-(3-bromo-4-fluorobenzyl)-4,6-dihydropyrrolo[3,4-c]pyrazole-5(2H)-carboxylic acid